C(#N)CCOP(N(C(C)C)C(C)C)Cl 2-Cyanoethyl-N,N-diisopropylchlorophosphoramidite